spiro[2.3]hexane-5-carbonitrile C1CC12CC(C2)C#N